2-(4-(5-chloro-2-(1H-tetrazol-1-yl)phenyl)-2,5-dioxopiperazin-1-yl)-N-(4-(2-oxooxazolidin-3-yl)phenyl)-3-phenylpropanamide ClC=1C=CC(=C(C1)N1CC(N(CC1=O)C(C(=O)NC1=CC=C(C=C1)N1C(OCC1)=O)CC1=CC=CC=C1)=O)N1N=NN=C1